S1C=C(C=C1)C#CC1=NNC2=CC=C(C=C12)C=1C=C(C=NC1)C1(CC1)C(=O)N (5-(3-(thiophen-3-ylethynyl)-1H-indazol-5-yl)pyridin-3-yl)cyclopropanecarboxamide